CC(C)CCCCCCCCCCCC 2-methyl-tetradecane